SODIUM (2R,4S)-4-(((TERT-BUTYLDIPHENYLSILYL)OXY)METHYL)HEX-5-ENE-2-SULFINATE [Si](C1=CC=CC=C1)(C1=CC=CC=C1)(C(C)(C)C)OC[C@@H](C[C@@H](C)S(=O)[O-])C=C.[Na+]